aminopropyl-3-methylimidazolium bromide salt [Br-].NCCCC=1NC=C[N+]1C